COC1=CC=C(C=C1)C(C(=O)C1=CC=C(C=C1)OC)N(C(=O)OC=1C(=NC=C(C1)C1=CC2=CN(N=C2C=C1)C)C=1N=NC(=CC1)N1C[C@@H](N[C@@H](C1)C)C)C1CCCCC1 2-{6-[(3s,5r)-3,5-dimethylpiperazin-1-yl]pyridazin-3-yl}-5-(2-methyl-2H-indazol-5-yl)pyridin-3-ol 1,2-bis(4-methoxyphenyl)-2-oxoethyl-cyclohexylcarbamate